C1(=C(C=CC=C1)C=1C(=C2C(=CC1)N=C1C=CC3=C4C=CC=CC4=NC3=C12)N1NN=C(C(=C1C1=CC=CC=C1)C1=CC=CC=C1)C1=C2C(=CC=C1C1=C(C=CC=C1)C1=CC=CC=C1)N=C1C=CC3=C4C=CC=CC4=NC3=C12)C1=CC=CC=C1 (biphenylyl)indolocarbazolyl-di(phenyl)[(biphenylyl)indolocarbazolyl]triazine